CC(=CCC/C(=C/CC/C(=C/CC/C(=C/CC/C(=C/CC/C(=C/CC/C(=C/CC/C(=C/CC1=C(C(=CC=C1)O)O)/C)/C)/C)/C)/C)/C)/C)C 2-octaprenyl-6-hydroxyphenol